2-(3,5-dichloro-4-((6-oxo-4-(propan-2-yl-1,1,1,3,3,3-d6)-1,6-dihydropyridazin-3-yl)oxy)phenyl-2,6-d2)-3,5-dioxo-2,3,4,5-tetrahydro-1,2,4-triazine-6-carbonitrile ClC=1C(=C(C(=C(C1OC1=NNC(C=C1C(C([2H])([2H])[2H])C([2H])([2H])[2H])=O)Cl)[2H])N1N=C(C(NC1=O)=O)C#N)[2H]